6-((tert-Butoxycarbonyl)amino)-3-isopropyl-1-methyl-2-oxo-2,3-dihydro-1H-benzo[d]imidazole-5-carboxylic acid ethyl ester C(C)OC(=O)C1=CC2=C(N(C(N2C(C)C)=O)C)C=C1NC(=O)OC(C)(C)C